8-Aminopyrene-1,3,6-Trisulfonic Acid, Trisodium Salt [Na+].[Na+].[Na+].NC=1C=C(C=2C=CC3=C(C=C(C=4C=CC1C2C43)S(=O)(=O)[O-])S(=O)(=O)[O-])S(=O)(=O)[O-]